N-[(1S)-1-[[(3-amino-3-oxo-propyl)-(2-chloroacetyl)amino]carbamoyl]-3-methyl-butyl]carbamate NC(CCN(C(CCl)=O)NC(=O)[C@H](CC(C)C)NC([O-])=O)=O